N-((3S,4R)-1-(tert-butyl)-3-fluoropiperidin-4-yl)-2-(3-((2-methoxy-4-(methylsulfonyl)phenyl)amino)prop-1-yn-1-yl)-1-(2,2,2-trifluoroethyl)-1H-indol-4-amine C(C)(C)(C)N1C[C@@H]([C@@H](CC1)NC=1C=2C=C(N(C2C=CC1)CC(F)(F)F)C#CCNC1=C(C=C(C=C1)S(=O)(=O)C)OC)F